ClC=1C(=NC=C(C1)Cl)OC1CCC2(C(NC3=CC=C(C=C23)C=2N=NNN2)=O)CC1 4-[(3,5-dichloro-2-pyridyl)oxy]-5'-(2H-tetrazol-5-yl)spiro[cyclohexane-1,3'-indoline]-2'-one